4-(3-(cyclopropylmethoxy)-4-(difluoromethoxy)phenethyl)-2-methoxy-pyridine 1-oxide C1(CC1)COC=1C=C(CCC2=CC(=[N+](C=C2)[O-])OC)C=CC1OC(F)F